ClC=1C=C2C(=CC=NC2=CC1)NC1=CC(=CC(=C1)C=1C=NN(C1)C1COC1)OC 6-Chloro-N-(3-methoxy-5-(1-(oxetan-3-yl)-1H-pyrazol-4-yl)phenyl)quinolin-4-amine